(1R,3S,5R)-2-(2-(3-acetyl-7-methyl-5-(2-methylpyrimidin-5-yl)-1H-indazol-1-yl)acetyl)-5-methyl-N-(2-(trifluoromethoxy)ethyl)-2-azabicyclo[3.1.0]hexane-3-carboxamide C(C)(=O)C1=NN(C2=C(C=C(C=C12)C=1C=NC(=NC1)C)C)CC(=O)N1[C@@H]2C[C@@]2(C[C@H]1C(=O)NCCOC(F)(F)F)C